(S)-2-((2-chloro-6-methyl-5-nitropyrimidin-4-yl)(methyl)amino)-3-hydroxy-3-methylbutanoic acid methyl ester COC([C@H](C(C)(C)O)N(C)C1=NC(=NC(=C1[N+](=O)[O-])C)Cl)=O